C(C(=C)C)(=O)[O-].[NH4+].C(C=C)(=O)C(N(C)C)CS(=O)(=O)O Acryloyldimethyltaurine ammonium methacrylate